(6-(1-(4-fluorophenyl)ethyl)-3-methyl-5-((2-(pyrrolidin-1-yl)ethyl)amino)pyrazin-2-yl)(piperidin-1-yl)methanone FC1=CC=C(C=C1)C(C)C1=C(N=C(C(=N1)C(=O)N1CCCCC1)C)NCCN1CCCC1